O[C@@H]1C[C@H](N(C1)CC1=CC=C(C=C1)C1=CN=C2N1C=CC(=C2)C=2C(=C(C=CC2)C2=CC=CC=C2)C)C(=O)O (2s,4R)-4-hydroxy-1-(4-(7-(2-methyl-[1,1'-biphenyl]-3-yl)imidazo[1,2-a]pyridin-3-yl)benzyl)pyrrolidine-2-carboxylic acid